COC1=C(C=C(C=C1)OC)COC 1,4-Dimethoxy-2-(methoxymethyl)benzol